O1C2=C(NCC1)C=C(C=C2)C#N 3,4-dihydro-2H-benzo[b][1,4]oxazine-6-carbonitrile